C(CCCCCCC)[C@]1(O)[C@H](O)[C@@H](O)[C@H](O)[C@H](O1)C(=O)O 1-octyl-beta-D-glucuronic acid